C(C)(C)(C)C1=C(C(=CC(=C1)C)C(C)(C)C)O.[K] potassium 2,6-di-tert-butyl-p-methylphenol